C(C)N(CCNC(OC(C)(C)C)=O)C1=NC(=NC=C1)C1=C(C=CC=C1)OC tert-butyl (2-{ethyl[2-(2-methoxyphenyl)pyrimidin-4-yl]amino}ethyl)carbamate